Hydroxycyclohexyl-PhenylKetone OC=1C(=C(C=CC1)C(=O)C1=C(C(=CC=C1)O)C1CCCCC1)C1CCCCC1